C1(CCCCC1)NC1=C(C=CC=C1)NS(=O)(=O)C1=CC=C(C=C1)S(=O)(=O)N(C)C N1-(2-(cyclohexylamino)phenyl)-N4,N4-dimethylbenzene-1,4-disulfonamide